C(#CCC(=O)O)C(=O)O 1-propyne-1,3-dicarboxylic acid